C(CC)N(C(=O)N)C(CCCC)=O propylvaleryl-urea